ClC=1C=C2CC(N(C2=CC1)CC(=O)N1CCN(CC1)C1=CC(=CC=C1)C)=O 5-chloro-1-{2-[4-(3-methylphenyl)piperazin-1-yl]-2-oxoethyl}-1,3-dihydro-2H-indol-2-one